Cl[Si](CCC[Si](C)(C)Cl)(C)C 1,3-bis(chlorodimethylsilyl)propane